CC1=C(C=NN1)C=1N=C(C2=C(N1)C=NC=C2)N2CCC1(CCN(C1)[C@H]1[C@@H](CCC1)O)CC2 (1R,2R)-2-(8-(2-(5-methyl-1H-pyrazol-4-yl)pyrido[3,4-d]pyrimidin-4-yl)-2,8-diazaspiro[4.5]decan-2-yl)cyclopentan-1-ol